FC=1C=C(C=C(C1)N1C[C@H](OCC1)C)NC(C1=C(C=C(C=C1)NS(=O)(=O)CCO)N1CCC2(CC2)CC1)=O (R)-N-(3-fluoro-5-(2-methylmorpholino)phenyl)-4-((2-hydroxyethyl)sulfonamido)-2-(6-azaspiro[2.5]octan-6-yl)benzamide